N(=NC(C(=O)NCCC)(C)C)C(C(=O)NCCC)(C)C 2,2'-azobis[N-(2-methylethyl)-2-methylpropanamide]